9,9'-spirobi[9H-fluoren]-2-yl-1,3,5-triazin C1=C(C=CC=2C3=CC=CC=C3C3(C12)C1=CC=CC=C1C=1C=CC=CC13)C1=NC=NC=N1